(Z)-2-(3-methyl-4-(p-tolyl)butan-3-en-1-yl)-1,3-dioxolan C/C(/CCC1OCCO1)=C/C1=CC=C(C=C1)C